5-(3-Chloro-2-fluoro-6-(1H-tetrazol-1-yl)phenyl)-2-(1-(4-(pyridin-4-yl)-1H-pyrazol-1-yl)-2-((1S*,2S*)-2-(pyrrolidine-1-carbonyl)cyclopropyl)ethyl)pyridine 1-oxide ClC=1C(=C(C(=CC1)N1N=NN=C1)C=1C=CC(=[N+](C1)[O-])C(C[C@H]1[C@H](C1)C(=O)N1CCCC1)N1N=CC(=C1)C1=CC=NC=C1)F |o1:21,22|